ClC=1C=[N+](C(=CC1)Cl)[O-] 3,6-Dichloropyridin-N-oxid